5-methyl-N-(3-methyl-5-nitropyridin-2-yl)pyrazine-2-carboxamide CC=1N=CC(=NC1)C(=O)NC1=NC=C(C=C1C)[N+](=O)[O-]